C(C)(C)(C)OC(=O)N(C)C[C@@]1(OC2=C(C1)C(=C(C(=C2)F)Cl)C2=C(C(=O)O)C=CC(=C2F)OCCOC2OCCCC2)C2=CC=CC=C2 2-((2S,4S)-2-(((tert-butoxycarbonyl)(methyl)amino)methyl)-5-chloro-6-fluoro-2-phenyl-2,3-dihydrobenzofuran-4-yl)-3-fluoro-4-(2-((tetrahydro-2H-pyran-2-yl)oxy)ethoxy)benzoic acid